(R)-4-(2-(methoxy-d3)propoxy)benzaldehyde C(O[C@@H](COC1=CC=C(C=O)C=C1)C)([2H])([2H])[2H]